(R)-4,4-dimethyl-2-oxotetrahydrofuran-3-yl (R)-2-(2-methoxy-5-methylphenyl)-4,4-dimethyltetrahydrofuran-2-carboxylate COC1=C(C=C(C=C1)C)[C@@]1(OCC(C1)(C)C)C(=O)O[C@H]1C(OCC1(C)C)=O